Natrium-Lithium [Li].[Na]